4-(3-((tert-butoxycarbonyl)amino)propyl)-1H-imidazol-3-ium C(C)(C)(C)OC(=O)NCCCC=1[NH+]=CNC1